NC=1C(=NC=C(C1)C)C(=O)C1=C2C=NNC2=CC=C1 (3-Amino-5-methylpyridin-2-yl)(1H-indazol-4-yl)methanone